2-chloro-N-hydroxy-pyrimidine-5-carboximidoyl chloride ClC1=NC=C(C=N1)C(=NO)Cl